7-bromo-N-[(5-fluoro-1H-benzimidazol-2-yl)methyl]-2-(methanesulfonyl)imidazo[2,1-f][1,2,4]triazin-4-amine BrC1=CN=C2C(=NC(=NN21)S(=O)(=O)C)NCC2=NC1=C(N2)C=CC(=C1)F